C=CC=CCC=CCC=CCCCCCCCCCCC heneicosane-1,3,6,9-tetraene